N1=CN=CC2=C1C=CC=N2 PYRIDOPYRIMIDIN